12-(((1aR,6aR)-hexahydrocyclopropa[b]pyrrolizin-5a(3H)-yl)methoxy)-5-methyl-5a,6,7,8,9,10-hexahydro-5H-4-oxa-3,10a,11,13,14-pentaaza-6,9-methanonaphtho[1,8-ab]heptalene-14-carboxylate C1[C@@H]2CC3(CCCN3[C@@H]21)COC=2N=C1C3=C(OC(C4C5CCC(CN14)N5C(=O)[O-])C)N=CC=C3N2